(6R,13R)-9-fluoro-13-methyl-2,11,15,19,20,23-hexaazapentacyclo[15.5.2.17,11.02,6.020,24]pentacosa-1(23),7,9,17(24),18,21-hexaene-16,25-dione FC=1C=C2[C@H]3CCCN3C=3C=CN4N=CC(C(NC[C@H](CN(C1)C2=O)C)=O)=C4N3